NC(C(=O)O)CC1=CC(=NC=C1)S 2-amino-3-(2-sulfanylpyridin-4-yl)propanoic acid